ClC1=C(C=C(C=C1)C1=NN(C(=N1)CC(=O)NCC1=CC(=CC(=C1)Cl)Cl)CCOC)F 2-[3-(4-chloro-3-fluorophenyl)-1-(2-methoxyethyl)-1H-1,2,4-triazol-5-yl]-N-[(3,5-dichlorophenyl)methyl]acetamide